(4-{4-chloro-3-cyclopropyl-1H-pyrrolo[2,3-b]pyridin-3-yl}-1,3-thiazol-2-yl)-1,3-diazinon ClC1=C2C(=NC=C1)NCC2(C2CC2)C=2N=C(SC2)C2=NC(NC=C2)=O